4-(trifluoromethyl)-benzamide FC(C1=CC=C(C(=O)N)C=C1)(F)F